[Li].C1(C=CC(N1C1=CC=C(C=C1)N1C(C=CC1=O)=O)=O)=O 1,4-bismaleimidobenzene lithium